BrC1=C(C2=CC=CC(=C2C(=C1)Br)F)N 2,4-dibromo-5-fluoronaphthalene-1-amine